(3R)-2-(3,4-Dichlorobenzoyl)-3-methyl-9-[(pyridin-2-yl)methyl]-1,2,3,4,8,9-hexahydropyrido-[4',3':3,4]pyrazolo[1,5-a]pyrazin ClC=1C=C(C(=O)N2CC3=C(NN4C3=CN(CC4)CC4=NC=CC=C4)C[C@H]2C)C=CC1Cl